N-(3-methoxybenzyl)-4-(piperidin-1-ylmethyl)-N-(quinolin-6-ylmethyl)oxazol-2-amine COC=1C=C(CN(C=2OC=C(N2)CN2CCCCC2)CC=2C=C3C=CC=NC3=CC2)C=CC1